1-(3,5-dimethyl-1H-pyrazol-1-yl)-3-ethoxybut-3-en-2-one CC1=NN(C(=C1)C)CC(C(=C)OCC)=O